But-3-yn-1-yl-{6-[({[(Z)-(1-methyl-1H-tetrazol-5-yl)(phenyl)methylen] amino}oxy)-methyl]pyridin-2-yl}carbamat C(CC#C)OC(NC1=NC(=CC=C1)CO\N=C(\C1=CC=CC=C1)/C1=NN=NN1C)=O